2,4-dinitrophenyl 4-(bis(4H-benzo[d][1,3]dioxin-6-yl)methyl)piperazine-1-carboxylate O1COCC2=C1C=CC(=C2)C(N2CCN(CC2)C(=O)OC2=C(C=C(C=C2)[N+](=O)[O-])[N+](=O)[O-])C2=CC1=C(OCOC1)C=C2